FC1(CCC(CC1)NC=1C2=C(N=C(N1)N1N=C(C=C1C)C)CN(CC2)CCO)F 2-(4-((4,4-difluorocyclohexyl)amino)-2-(3,5-dimethyl-1H-pyrazol-1-yl)-5,8-dihydropyrido[3,4-d]pyrimidin-7(6H)-yl)ethan-1-ol